N-[(2-amino-3-fluoroquinolin-7-yl)methyl]-N-(4,4-difluoro-1,1-dioxo-3,4-dihydro-2H-1λ6-benzothiopyran-8-yl)-5-methylpyrazine-2-carboxamide NC1=NC2=CC(=CC=C2C=C1F)CN(C(=O)C1=NC=C(N=C1)C)C1=CC=CC=2C(CCS(C21)(=O)=O)(F)F